COC1=CC=C(CN(C2=NC(=NC(=C2NC(OC(C)(C)C)=O)CNCCCCCN2CCCC2)OCCCC)CC2=CC=C(C=C2)OC)C=C1 Tert-butyl (4-(bis(4-methoxybenzyl)amino)-2-butoxy-6-(((5-(pyrrolidin-1-yl)pentyl)amino)methyl)pyrimidin-5-yl)carbamate